1H,4H,7H,8H,9H-pyrrolo[2,3-c]azocin-9-one N1C=CC2=C1C(NCC=CC2)=O